methyl(5-(4,4,5,5-tetramethyl-1,3,2-dioxaborol-2-yl)pyridin-2-yl)carbamic acid CN(C(O)=O)C1=NC=C(C=C1)B1OC(C(O1)(C)C)(C)C